6-tetradecanoyl-ascorbic acid C(CCCCCCCCCCCCC)(=O)C([C@@H]([C@@H]1C(=C(C(=O)O1)O)O)O)O